OC(C)(C)C=1N=C(NC1C(=O)O)CCC 4-(2-hydroxypropan-2-yl)-2-propyl-1H-imidazole-5-carboxylic acid